C(C)(C)(C)NC1=NC=C(C(=N1)N[C@@H]1CC[C@H]([C@@H](C1)O)C)F (1R,2R,5R)-5-((2-(tert-butylamino)-5-fluoropyrimidin-4-yl)amino)-2-methylcyclohexan-1-ol